FC1=C(C=C(C2=C1CCO2)CC2=CC=C(C=C2)C=2C=NN(C2)C)C(=O)N[C@@H]2[C@H](CCCC2)O 4-fluoro-N-((1S,2S)-2-hydroxycyclohexyl)-7-(4-(1-methyl-1H-pyrazol-4-yl)benzyl)-2,3-dihydro-1-benzofuran-5-carboxamide